[Pd].C1(=CC=CC=C1)P(C1=CC=CC=C1)C1=CC=CC=C1.C1(=CC=CC=C1)P(C1=CC=CC=C1)C1=CC=CC=C1.C1(=CC=CC=C1)P(C1=CC=CC=C1)C1=CC=CC=C1.C1(=CC=CC=C1)P(C1=CC=CC=C1)C1=CC=CC=C1 Tetrakis-(triphenylphosphin) palladium